OC(C(C)(C)C)C1=CC=CC=2N(C(=NC21)CN2C(C(=CC=C2)[N+](=O)[O-])=O)COCC[Si](C)(C)C 1-((4-(1-hydroxy-2,2-dimethylpropyl)-1-((2-(trimethylsilyl)ethoxy)methyl)-1H-benzo[d]imidazol-2-yl)methyl)-3-nitropyridin-2(1H)-one